C(C)(C)(C)OC(=O)N1CC(C1)N1CCC(CC1)N1N=C(C=2C1=NC=NC2N)I 3-(4-(4-amino-3-iodo-1H-pyrazolo[3,4-d]pyrimidin-1-yl)piperidin-1-yl)azetidine-1-carboxylic acid tert-butyl ester